C(C)(C)(C)OC(=O)N1[C@@H](CCC1)C=1N(C(=C(N1)C1=CC=C(C=C1)C(NC1=NC=CC(=C1)C)=O)C(=O)OCC)NC(C(F)(F)F)=O (S)-ethyl 2-(1-(tert-butoxycarbonyl) pyrrolidin-2-yl)-4-(4-((4-methylpyridin-2-yl) carbamoyl) phenyl)-1-(2,2,2-trifluoroacetamido)-1H-imidazole-5-carboxylate